4-(N-(3-(tert-butyl)-5-cyclopropylbenzyl)-2-(N-(2-fluorobenzyl)-(2,3,4,5,6-pentafluoro-phenyl)sulfonamido)acetamido)-3-cyclopropoxybenzoic acid C(C)(C)(C)C=1C=C(CN(C(CN(S(=O)(=O)C2=C(C(=C(C(=C2F)F)F)F)F)CC2=C(C=CC=C2)F)=O)C2=C(C=C(C(=O)O)C=C2)OC2CC2)C=C(C1)C1CC1